((methylsulfonyl)methyl)-4-(4,4,5,5-tetramethyl-1,3,2-dioxaborolan-2-yl)-1H-pyrazole CS(=O)(=O)CN1N=CC(=C1)B1OC(C(O1)(C)C)(C)C